5-(piperidin-4-yl)quinoxaline N1CCC(CC1)C1=C2N=CC=NC2=CC=C1